C(=O)(O)CCCCCN1CC(CC1=O)C(=O)O 1-(5-carboxypentyl)-5-oxopyrrolidine-3-carboxylic acid